3-cyclohexyl-1-[9-ethyl-6-(2-furylcarbonyl)-9H-carbazol-3-yl]-1,2-propanedione-2-(O-acetyloxime) C(C)(=O)ON=C(C(=O)C=1C=CC=2N(C3=CC=C(C=C3C2C1)C(=O)C=1OC=CC1)CC)CC1CCCCC1